6-bromo-2-(2,2,2-trifluoroethyl)oxazolo[5,4-b]Pyridine BrC=1C=C2C(=NC1)OC(=N2)CC(F)(F)F